methyl-α-methoxymethyl-γ-butyrolactone CC1(C(=O)OCC1)COC